5-(4-hydroxy-3-methoxybenzyl)-1-(4-methoxyphenyl)pyrimidine-2,4,6(1H,3H,5H)-trione OC1=C(C=C(CC2C(NC(N(C2=O)C2=CC=C(C=C2)OC)=O)=O)C=C1)OC